3-(3-(methoxymethoxy)-5-(2H-1,2,3-triazol-2-yl)pyridin-2-yl)-6-((2,2,6,6-tetramethylpiperidin-4-yl)oxy)pyridazine COCOC=1C(=NC=C(C1)N1N=CC=N1)C=1N=NC(=CC1)OC1CC(NC(C1)(C)C)(C)C